CC(/C(=N/OC(=O)NC)/C)S(=O)(=O)C The molecule is a carbamate ester. It has a role as an EC 3.1.1.7 (acetylcholinesterase) inhibitor, a carbamate insecticide and an agrochemical.